N-(bis(4-chlorophenyl)methyl)-1-(3,4-dimethoxybenzyl)-4-methyl-5-oxopyrrolidine-3-carboxamide ClC1=CC=C(C=C1)C(NC(=O)C1CN(C(C1C)=O)CC1=CC(=C(C=C1)OC)OC)C1=CC=C(C=C1)Cl